1-(oxetan-2-ylmethyl)-1H-benzo[d]imidazole O1C(CC1)CN1C=NC2=C1C=CC=C2